[Si](C)(C)(C(C)(C)C)OCCCC1=C(C(=NC=C1)C(C)C)NC(=O)NC(C1=C(N=C(C(=C1)Cl)Cl)Cl)=O N-((4-(3-((tert-butyldimethylsilyl)oxy)propyl)-2-isopropylpyridin-3-yl)carbamoyl)-2,5,6-trichloronicotinamide